3-octen-one CC(C=CCCCC)=O